FC1=C(C=CC(=C1)OC1=NN(C=C1)C=1C=NC(=C(C1)F)C)NC1=NC=NC2=CC(=C(C=C12)NC1CCNCC1)OC 4-N-(2-fluoro-4-{[1-(5-fluoro-6-methylpyridin-3-yl)pyrazol-3-yl]oxy}phenyl)-7-methoxy-6-N-(piperidin-4-yl)quinazoline-4,6-diamine